BrC=1C(=C(C(=NC1)OC)[NH-])Cl (5-bromo-4-chloro-2-methoxy-pyridine-3-yl)-amide